C(C)(C)(C)OC(=O)N1[C@@H](CN([C@H](C1)C)C=1C2=C(N=CN1)NC=C2C=C)C (2R,5S)-2,5-dimethyl-4-(5-vinyl-7H-pyrrolo[2,3-d]pyrimidin-4-yl)piperazine-1-carboxylic acid tert-butyl ester